ClC=1C=C(C=C(C1)Cl)S(=O)(=O)NC1=CC=C(C=C1)S(NC1=C(C=CC(=C1)Br)C)(=O)=O 3,5-dichloro-N-(4-(N-(2-methyl-5-bromophenyl)sulfamoyl)phenyl)benzenesulfonamide